N[C@@H]([C@@H](C1=CC=CC=C1)NC(=S)NC1=CC(=CC(=C1)C(F)(F)F)C(F)(F)F)C1=CC=CC=C1 1-((1R,2R)-2-amino-1,2-diphenyl-ethyl)-3-(3,5-bis(trifluoromethyl)phenyl)thiourea